C(C)(C)C1CCC2(CCC(O2)OCCO)CC1 2-((8-isopropyl-1-oxaspiro[4.5]dec-2-yl)oxy)ethane-1-ol